3-[(dimethyl-1,2-oxazol-4-yl)methyl]-4-[(4-fluorophenyl)methyl]-4,5-dihydro-1,2,4-oxadiazol-5-one CC1=C(C(=NO1)C)CC1=NOC(N1CC1=CC=C(C=C1)F)=O